N-Ethyl-5-(5-(5-(trifluoromethyl)-1,2,4-oxadiazol-3-yl)thiazol-2-yl)-2,5-diazabicyclo[2.2.1]heptane-2-carboxamide C(C)NC(=O)N1C2CN(C(C1)C2)C=2SC(=CN2)C2=NOC(=N2)C(F)(F)F